(2S)-4,4-difluoro-2-(4-fluorophenyl)-N-{4-[2-fluoro-7-(pyridin-2-yl)-5H-pyrrolo[2,3-b]pyrazin-6-yl]pyridin-2-yl}butanamide FC(C[C@H](C(=O)NC1=NC=CC(=C1)C1=C(C=2C(=NC=C(N2)F)N1)C1=NC=CC=C1)C1=CC=C(C=C1)F)F